((1s,3s)-3-methoxy-1-phenylcyclobutyl)methanamine COC1CC(C1)(C1=CC=CC=C1)CN